4-(5-(1-methyl-1H-pyrrolo[2,3-b]pyridin-3-yl)phenyl)pyrrolidin-2-one CN1C=C(C=2C1=NC=CC2)C=2C=CC=C(C2)C2CC(NC2)=O